1,3,5-tris((4-(prop-2-yn-1-yloxy)phenyl)ethynyl)benzene C(C#C)OC1=CC=C(C=C1)C#CC1=CC(=CC(=C1)C#CC1=CC=C(C=C1)OCC#C)C#CC1=CC=C(C=C1)OCC#C